BrC1=NC(=CC(=C1OCOC)O)I 2-bromo-6-iodo-3-(methoxymethoxy)pyridine-4-ol